CC1C=CCS(=O)(=O)O1 4-methyl-2-butene-1,4-sultone